3,3-dimethyl-4-pentenoate CC(CC(=O)[O-])(C=C)C